CC1=CC(N(N1)C1=CC=C(C=C1)[N+](=O)[O-])=O 5-methyl-2-(4-nitrophenyl)-1H-pyrazol-3(2H)-one